O1C(CCC1)[SiH2]C1OCCC1 di-2-tetrahydrofurylsilane